propionamidine hydrate O.C(CC)(=N)N